(R)-N-(pyrrolidin-3-yl)-5-(trifluoromethyl)pyrimidin-2-amine hydrochloride HCl salt Cl.Cl.N1C[C@@H](CC1)NC1=NC=C(C=N1)C(F)(F)F